gallium zinc copper tellurium [Te].[Cu].[Zn].[Ga]